4-dimethylamino-butyric acid HCl salt Cl.CN(CCCC(=O)O)C